ClC1=C(C=CC=C1)[C@@H](C)OC(=O)NC1=C(SC=C1)C1=CC=C(C=C1)NC(=O)C1CCCCC1 Trans-2-((4-(3-((((R)-1-(2-chlorophenyl)ethoxy)carbonyl)amino)Thiophen-2-yl)phenyl)carbamoyl)cyclohexan